5-[1-(hydroxymethyl)-2,3-dihydro-1H-isoindol-2-yl]-4-(trifluoromethyl)-2-[[2-(trimethylsilyl)ethoxy]-methyl]-2,3-dihydropyridazin-3-one OCC1N(CC2=CC=CC=C12)C1=C(C(N(N=C1)COCC[Si](C)(C)C)=O)C(F)(F)F